C1(CCCCC1)C(N1C=C(C=2C1=NC=C(C2)C=2C(=NOC2C)C)C2=CC=C(C(=O)O)C=C2)C2=NC=CC=C2 4-(1-(cyclohexyl(pyridin-2-yl)methyl)-5-(3,5-dimethylisoxazol-4-yl)-1H-pyrrolo[2,3-b]pyridin-3-yl)benzoic acid